C(N)(=O)C1=NC(=CN=C1N)N carbamoyl-3,6-diaminopyrazine